cis-methyl 6-(pyridine-2-carbonyl)-6-azabicyclo[3.1.1]heptane-2-carboxylate N1=C(C=CC=C1)C(=O)N1C2CCC(C1C2)C(=O)OC